NC1=C(C#N)C=C(C=C1)C(C)(C)C 2-amino-5-(tert-butyl)benzonitrile